6-(propan-2-yl)-2-(trifluoromethyl)-6,7-dihydro-4H-pyrazolo[1,5-a]pyrrolo[3,4-d]pyrimidine CC(C)N1C=C2NC=3N(C=C2C1)N=C(C3)C(F)(F)F